C(C)(C)(C)OC(=O)N([C@H](C(=O)OC(C)(C)C)CCC=O)C(=O)OC tert-butyl (2S)-2-[tert-butoxycarbonyl(methoxycarbonyl)amino]-5-oxo-pentanoate